C[C@H]1C[C@@]12C(=O)OC[C@H](C(=O)N[C@H](C(=O)N([C@H]3[C@@H](SC[C@@H](C(=O)N2C)N(C(=O)[C@@H](NC(=O)[C@@H](COC(=O)[C@@]4(C[C@@H]4C)N(C3=O)C)NC(=O)C5=NC6=CC=CC=C6C=C5O)C)C)SC(C)C)C)C)NC(=O)C7=NC8=CC=CC=C8C=C7O The molecule is a cyclodepsipeptide antibiotic that is isolated from Streptomyces sp. SNA15896 and also exhibits antitumour activity. It has a role as a bacterial metabolite. It is a peptide antibiotic, a hydroxyquinoline, a heterodetic cyclic peptide, a dithioacetal and a cyclodepsipeptide.